4-(((5-amino-3-cyclopropyl-2-methylpyridin-4-yl)amino)methyl)-3,5-difluorobenzenesulfonamide NC=1C(=C(C(=NC1)C)C1CC1)NCC1=C(C=C(C=C1F)S(=O)(=O)N)F